2,2-dimethylpropanoate CC(C(=O)[O-])(C)C